C(CCCC=CCC=CCC=CCC=CCCCCC)(=O)N[C@@H](CCC(=O)[O-])C(=O)[O-] N-(5,8,11,14-eicosatetraenoyl)glutamate